COC1=C(C=C(C=C1)OC)NC1=NC2=CC=CC=C2C(=N1)NCCO 2-((2-((2,5-dimethoxyphenyl)amino)quinazolin-4-yl)amino)ethan-1-ol